C(C)(=O)NC=1C(=CC2=C(N=C(N=C2N[C@H](C)C2=C(C(=CC=C2)C(F)F)F)C)N1)C(=O)N(C)C (R)-7-acetamido-4-((1-(3-(difluoromethyl)-2-fluorophenyl)ethyl)amino)-N,N,2-trimethylpyrido[2,3-d]pyrimidine-6-carboxamide